O-(((1-(dimethylamino)-3-(2-(3-methoxyphenethyl) phenoxy) propan-2-yl) oxy) methyl) O-ethyl O-(4-nitrophenyl) thiophosphate P(=S)(OCOC(CN(C)C)COC1=C(C=CC=C1)CCC1=CC(=CC=C1)OC)(OCC)OC1=CC=C(C=C1)[N+](=O)[O-]